ClC1=CC=2N(C3=CC=CC=C3SC2C=C1)CCCN1CCN(CC1)CCOCCOCCOCCNC(C=CC=1C=CC=2C3=C(NC2C1)C=CN=C3)=O N-(2-(2-(2-(2-(4-(3-(2-chloro-10H-phenothiazin-10-yl)propyl)piperazin-1-yl)ethoxy)ethoxy)ethoxy)ethyl)-3-(5H-pyrido[4,3-b]indol-7-yl)propenamide